O=C1NC(CCC1N1C(C2=CC=C(C=C2C1)SCCCCCN1CCN(CC1)C1=NC=C(C(=O)N2CCC(CC2)CCCCNC(\C=C\C=2C=NC=CC2)=O)C=C1)=O)=O (E)-N-(4-(1-(6-(4-(5-((2-(2,6-dioxopiperidin-3-yl)-1-oxoisoindoline-5-yl)thio)pentyl)piperazin-1-yl)nicotinoyl)piperidin-4-yl)butyl)-3-(pyridin-3-yl)acrylamide